C(=O)(O)C(C)C1=CC(=CC=C1)CC(C)C 1-CARBOXYETHYL-3-ISOBUTYL-BENZENE